C1(=CC=CC=C1)C=1C(=CC=C(C1)C1=CC=CC=C1)C([O-])=S 5-Phenyl[1,1'-Biphenyl]-4-Carbothioat